CC([C@H](N)C(=O)O)C1=CNC2=CC=C(C=C12)F β-Methyl-5-fluorotryptophan